tert-Butyl 4-(5-(benzyloxy)pyrimidin-2-yl)-1,4-diazepane-1-carboxylate C(C1=CC=CC=C1)OC=1C=NC(=NC1)N1CCN(CCC1)C(=O)OC(C)(C)C